CN1C2=C(OC[C@@H](C1=O)NC(C1=CC=CC=C1)(C1=CC=CC=C1)C1=CC=CC=C1)C=CC(=C2)S(=O)(=O)C (S)-5-methyl-7-(methylsulfonyl)-3-(tritylamino)-2,3-dihydrobenzo[b]-[1,4]oxazepin-4(5H)-one